N[C-]1C=CC=C1.[C-]1(C=CC=C1)N.[Cr+2] diamino-chromocene